6-Bromo-8-methyl-2-(methylsulfonyl)pyrido[2,3-d]pyrimidin-7(8H)-one BrC1=CC2=C(N=C(N=C2)S(=O)(=O)C)N(C1=O)C